COC1C(CN(CC1)C(=O)O)COC=1C(=NC=CC1)C(F)(F)F 4-methoxy-3-(((2-(trifluoromethyl)pyridin-3-yl)oxy)methyl)piperidine-1-carboxylic acid